N-(azetidin-3-ylmethyl)-4-(trifluoromethyl)benzenesulfonamide N1CC(C1)CNS(=O)(=O)C1=CC=C(C=C1)C(F)(F)F